3-(4-(3-chloro-4-fluorophenoxy)phenyl)-2-methyl-5,6,7,8-tetrahydroquinolin-4(1H)-one ClC=1C=C(OC2=CC=C(C=C2)C2=C(NC=3CCCCC3C2=O)C)C=CC1F